((phenylmethyloxy)carbonyl)-D-serine C1(=CC=CC=C1)COC(=O)N[C@H](CO)C(=O)O